Cl.FC(C=1C=NN(C1)CC(=O)O)(F)F 2-(4-(trifluoromethyl)-1H-pyrazol-1-yl)acetic acid hydrochloride